piperazine diiodate I(=O)(=O)O.I(=O)(=O)O.N1CCNCC1